5-(4-((3-ethyl-2,4-dioxo-1,2,3,4-tetrahydroquinazolin-7-yl)methyl)piperazin-1-yl)-6-fluoro-N-isopropylpyridinecarboxamide C(C)N1C(NC2=CC(=CC=C2C1=O)CN1CCN(CC1)C=1C=CC(=NC1F)C(=O)NC(C)C)=O